sodium calcium iron manganese oxide [O-2].[Mn+2].[Fe+2].[Ca+2].[Na+]